2-chloro-N-(5-cyclopropyl-1H-pyrazol-3-yl)-6-methylbenzamide ClC1=C(C(=O)NC2=NNC(=C2)C2CC2)C(=CC=C1)C